α-L-Altrofuranose O[C@H]1[C@H](O)[C@@H](O)[C@@H](O1)[C@@H](O)CO